C(CCC)C1CCC(CC1)O 4-n-butylcyclohexanol